SCCC(=O)[O-].SCCC(=O)[O-].SCCC(=O)[O-].CC([O-])C.[Ti+4] titanium isopropoxide tris(3-mercaptopropionate)